2-{3-[3-(methylamino)pyrrolidin-1-yl]-1,2,4-triazin-6-yl}-5-(1-methyl-1H-pyrazol-3-yl)phenol CNC1CN(CC1)C=1N=NC(=CN1)C1=C(C=C(C=C1)C1=NN(C=C1)C)O